benzo[b]thiophene-6-carboxylic acid, hydrochloride Cl.S1C2=C(C=C1)C=CC(=C2)C(=O)O